5-(9-ethyl-2-(3-methoxy-4-phenyl-1H-pyrazol-1-yl)-9H-purin-6-yl)-1-methylpyridin-2(1H)-one C(C)N1C2=NC(=NC(=C2N=C1)C=1C=CC(N(C1)C)=O)N1N=C(C(=C1)C1=CC=CC=C1)OC